C1(CC1)N1CCN(C2=CC=CC=C12)C(=O)[C@@H]1N(CSC1)CC1=CC(=C(CN2CCC3(CN(C(N3)=O)C3=CC=C(C(=O)O)C=C3)CC2)C=C1OCC)OCC (S)-4-(8-(4-((4-(4-cyclopropyl-1,2,3,4-tetrahydroquinoxaline-1-carbonyl)thiazolidine-3-yl)methyl)-2,5-diethoxybenzyl)-2-oxo-1,3,8-triazaspiro[4.5]dec-3-yl)benzoic acid